C(C=C)(=O)N1CCC(CC1)NC=1C=C2C(=NC=NC2=CC1OC)NC1=C(C=C(OC2=CC(=NC=C2)N2CC(C2)NC(C)=O)C=C1)F N-(1-(4-(4-((6-((1-acryloylpiperidin-4-yl)amino)-7-methoxyquinazolin-4-yl)amino)-3-fluorophenoxy)pyridin-2-yl)azetidin-3-yl)acetamide